(2-(((3aR,4S,6R,6aS)-2,2-dimethyl-6-(4-methyl-7H-pyrrolo[2,3-d]pyrimidin-7-yl)tetrahydro-4H-cyclopenta[d][1,3]dioxol-4-yl)oxy)-5-fluorophenyl)ethan-1-one vanadium-iron-tungsten [W].[Fe].[V].CC1(O[C@H]2[C@@H](O1)[C@@H](C[C@@H]2OC2=C(C=C(C=C2)F)C(C)=O)N2C=CC1=C2N=CN=C1C)C